C(CCCCCCCCCCC)(=O)OCCN(CCN(CC)CC)CCOC(OC(CCCCCCCCCC(=O)OCC(CCCCCC)CCCC)CCCCCC)=O 2-butyloctyl 6-(2-(dodecanoyloxy) ethyl)-3-ethyl-12-hexyl-10-oxo-9,11-dioxa-3,6-diaza-heneicosane-21-carboxylate